N1=CN=C(C=C1)NC(C(=O)O)CCCCCCCC1=NC=2NCCCC2C=C1 2-(pyrimidin-4-ylamino)-9-(5,6,7,8-tetrahydro-1,8-naphthyridin-2-yl)nonanoic acid